3-(5-(8-((4'-chloro-5,5-dimethyl-3,4,5,6-tetrahydro-[1,1'-biphenyl]-2-yl)methyl)-3,8-diazabicyclo[3.2.1]octane-3-carbonyl)-1-oxoisoindolin-2-yl)piperidine-2,6-dione ClC1=CC=C(C=C1)C1=C(CCC(C1)(C)C)CN1C2CN(CC1CC2)C(=O)C=2C=C1CN(C(C1=CC2)=O)C2C(NC(CC2)=O)=O